1-vinyl-3-carboxymethyl-imidazole bis(trifluoromethanesulfonimide) [N-](S(=O)(=O)C(F)(F)F)S(=O)(=O)C(F)(F)F.[N-](S(=O)(=O)C(F)(F)F)S(=O)(=O)C(F)(F)F.C(=C)N1CN(C=C1)CC(=O)O